Ethyl 3-oxo-2-(1,2-thiazol-4-yl)-6-[4-(trifluoromethoxy) phenyl]-2,3-dihydropyridazine-4-carboxylate O=C1N(N=C(C=C1C(=O)OCC)C1=CC=C(C=C1)OC(F)(F)F)C=1C=NSC1